N-hydroxy-3-((6-(4-(methylthio)phenyl)-5-(trifluoromethyl)-1H-benzo[d]imidazol-2-yl)amino)benzamide ONC(C1=CC(=CC=C1)NC1=NC2=C(N1)C=C(C(=C2)C(F)(F)F)C2=CC=C(C=C2)SC)=O